CC1=C(OC2=C(C1=O)C=C(C=C2[C@@H](C)NC2=C(C=CC=C2)C=2N=NNN2)C)C2=CC=CC=C2 3,6-dimethyl-2-phenyl-8-[(1R)-1-[2-(2H-tetrazol-5-yl)anilino]ethyl]benzopyran-4-one